1-(5-(4-amino-7-cyclopropyl-7H-pyrrolo[2,3-d]pyrimidin-5-yl)imidazo[1,2-a]pyridin-8-yl)-3-(5-cyclopropylisoxazol-3-yl)urea NC=1C2=C(N=CN1)N(C=C2C2=CC=C(C=1N2C=CN1)NC(=O)NC1=NOC(=C1)C1CC1)C1CC1